5-isothiocyanato-3-(trifluoromethyl)cyanopyridine N(=C=S)C=1C=C(C(=NC1)C#N)C(F)(F)F